(S)-benzyl 1-(fluoromethyl)-4-(4,4,5,5-tetramethyl-1,3,2-dioxaborolan-2-yl)cyclohex-3-enecarboxylate FC[C@@]1(CC=C(CC1)B1OC(C(O1)(C)C)(C)C)C(=O)OCC1=CC=CC=C1